OC1=C2C=CC(=CC2=CC=C1)NC1=NC=2N(CCN(C2C=N1)C)C1CCOCC1 2-((5-hydroxynaphthalen-2-yl)amino)-5-methyl-8-(tetrahydro-2H-pyran-4-yl)-7,8-dihydropteridin